BrC=1C=C(C2=CN(N=C2C1Cl)C(C(=O)[C@H]1N(C[C@@H](C1)F)C(=O)OC(C)(C)C)C(=O)OCC)C |r| tert-Butyl rac-(2S,4R)-2-[2-(6-bromo-7-chloro-4-methyl-indazol-2-yl)-3-ethoxy-3-oxopropanoyl]-4-fluoro-pyrrolidine-1-carboxylate